6-[2-cyano-3-(dimethylsulfamoylamino)-6-fluoro-phenoxy]-3-methyl-4-oxo-quinazoline C(#N)C1=C(OC=2C=C3C(N(C=NC3=CC2)C)=O)C(=CC=C1NS(N(C)C)(=O)=O)F